sodium 2-(8-fluoro-2-methylimidazo[1,2-a]pyridin-6-yl)-4-methyl-pyrimidine-5-carboxylate FC=1C=2N(C=C(C1)C1=NC=C(C(=N1)C)C(=O)[O-])C=C(N2)C.[Na+]